1-(6-(4-(6-(2-aminopyridin-4-yl)quinazolin-4-yl)-2-fluorophenyl)-2,6-diazaspiro[3.3]heptan-2-yl)ethan-1-one NC1=NC=CC(=C1)C=1C=C2C(=NC=NC2=CC1)C1=CC(=C(C=C1)N1CC2(CN(C2)C(C)=O)C1)F